OC1=CC=C(C(=C1C=O)C)B1OC(C(O1)(C)C)(C)C 6-hydroxy-2-methyl-3-(4,4,5,5-tetramethyl-1,3,2-dioxaborolan-2-yl)benzaldehyde